Cl.FC1=C(C=C(C(=C1)F)C)C1=CN=C(C=2N1C=CN2)NC=2C=NN(C2)C2CCN(CC2)CC=O 2-(4-(4-((5-(2,4-difluoro-5-methylphenyl)imidazo[1,2-a]pyrazin-8-yl)amino)-1H-pyrazol-1-yl)piperidin-1-yl)acetaldehyde hydrochloride